2-bromoterephthalic acid BrC1=C(C(=O)O)C=CC(=C1)C(=O)O